(R)-5-(2-(2,5-Difluorophenyl)pyrrolidin-1-yl)-N-(4-pyridylmethyl)-3H-imidazo[4,5-b]pyridine-3-Carboxamide FC1=C(C=C(C=C1)F)[C@@H]1N(CCC1)C1=CC=C2C(=N1)N(C=N2)C(=O)NCC2=CC=NC=C2